(4-(5-methyl-3-(trifluoromethyl)-1H-pyrazol-1-yl)phenyl)-methanamine CC1=CC(=NN1C1=CC=C(C=C1)CN)C(F)(F)F